vanadium triethoxide [O-]CC.[O-]CC.[O-]CC.[V+3]